N-tetradecyl-N'-phenylthiourea C(CCCCCCCCCCCCC)NC(=S)NC1=CC=CC=C1